6-((S)-2-((3aR,5R,6aS)-5-(2-fluorophenoxy)hexahydrocyclopenta[c]pyrrol-2(1H)-yl)-1-hydroxyethyl)pyridin-3-ol FC1=C(OC2C[C@@H]3[C@@H](CN(C3)C[C@H](O)C3=CC=C(C=N3)O)C2)C=CC=C1